O1N=C(N=C1)C=1C=C(C=NC1)C1=CC=CC=2N1N=CC2C(=O)N2CCCCC2 (7-(5-(1,2,4-oxadiazol-3-yl)pyridin-3-yl)pyrazolo[1,5-a]pyridin-3-yl)(piperidin-1-yl)methanone